cadmium telluride selenium [Se+2].[Te-2].[Cd+2].[Te-2]